C1(CC1)C=1C=C(C2=C(N1)N(N=C2)C)C(=O)O 6-cyclopropyl-1-methyl-pyrazolo[3,4-b]pyridine-4-carboxylic acid